(E)-6-(4-cyclopropyl-6-methoxypyrimidin-5-yl)-1-(2-(2-ethoxyvinyl)-4-(1-isopropyl-4-(trifluoromethyl)-1H-imidazol-2-yl)benzyl)-1H-pyrazolo[3,4-d]pyrimidine C1(CC1)C1=NC=NC(=C1C1=NC=C2C(=N1)N(N=C2)CC2=C(C=C(C=C2)C=2N(C=C(N2)C(F)(F)F)C(C)C)\C=C\OCC)OC